FC1=C(CNC(CCC)=O)C=CC(=C1F)C1=NOC(=N1)C(F)(F)F N-[2,3-difluoro-4-[5-(trifluoromethyl)-1,2,4-oxadiazol-3-yl]benzyl]butanamide